C1N(CN(CN(CN1[N+](=O)[O-])[N+](=O)[O-])[N+](=O)[O-])[N+](=O)[O-] The molecule is a tetrazocane that is 1,3,5,7-tetrazocane in which the hydrogen atom attached to each of the nitrogens is replaced by a nitro group. It has a role as an explosive. It is a tetrazocane and a N-nitro compound.